C(CC1=CC=CC=C1)NC(=O)C1=NN(C(C=C1C)=O)C1=CC(=C(C=C1)OC1=CC=NC2=CC(=C(C=C12)OC)OCCCN1CCN(CC1)C)F N-phenethyl-1-(3-fluoro-4-{6-methoxy-7-[3-(4-methyl-1-piperazinyl)propoxy]quinolin-4-yloxy}phenyl)-4-methyl-6-oxo-1,6-dihydropyridazine-3-carboxamide